ClC=1C(=C(C=CC1)C(N1C(CC(CC1)(C(=O)O)CC1=NC(=CC=C1F)NC=1SC=CN1)(C)C)([2H])[2H])F 1-((3-chloro-2-fluorophenyl)methyl-d2)-4-((3-fluoro-6-(thiazol-2-ylamino)pyridin-2-yl)methyl)-2,2-dimethylpiperidine-4-carboxylic acid